6-{[(1R)-1-(4-Chlorophenyl)-7-fluoro-5-[1-hydroxy-1-(1-methyl-1H-imidazol-4-yl)propyl]-1-[(2R)-2-hydroxypropoxy]-3-oxo-2,3-dihydro-1H-isoindol-2-yl]methyl}pyridin-3-carbonitril ClC1=CC=C(C=C1)[C@@]1(N(C(C2=CC(=CC(=C12)F)C(CC)(C=1N=CN(C1)C)O)=O)CC1=CC=C(C=N1)C#N)OC[C@@H](C)O